COC([C@H](C)OC1=C(C=C(C(=C1)F)Br)C1=NOCC1OCCCC)=O Methyl-(2S)-2-[4-bromo-5-fluoro-2-(4-butoxy-4,5-dihydroisoxazol-3-yl)phenoxy]propanoat